8-((2-hydroxyethyl)amino)octanoic acid nonyl ester C(CCCCCCCC)OC(CCCCCCCNCCO)=O